CCCCCC/C=C/C=C\\CCCCCCCC(=O)[O-] The molecule is an octadeca-9,11-dienoate that is the conjugate base of 9-cis,11-trans-octadecadienoic acid, formed by deprotonation of the carboxylic acid functional group. It is a conjugate base of a 9-cis,11-trans-octadecadienoic acid.